(S)-6,8-dichlorooctanoic acid Cl[C@@H](CCCCC(=O)O)CCCl